NC1=C2N=CN(C2=NC=N1)C[C@@H](C)OCP(OCCOCCCCCCCCCCCCCCC=1SC=CC1)(O)=O 2-((14-(thiophen-2-yl)tetradecyl)oxy)ethyl hydrogen ((((R)-1-(6-amino-9H-purin-9-yl)propan-2-yl)oxy)methyl)phosphonate